Diazacycloheptane N1NCCCCC1